C(C)(C)(C)OC(=O)N1N=C(C(=C1C)C1=CC=C(C=C1)N)C 4-(4-aminophenyl)-3,5-dimethyl-1H-pyrazole-1-carboxylic acid tert-butyl ester